FC(N1N=C(C=C1)C=1C=C(C=C(C1)C1=NN(C=C1)CC)[C@@H](C)NC(C1=C(C=CC(=C1)OCCN(C)C)C)=O)F (R)-N-(1-(3-(1-(difluoromethyl)-1H-pyrazol-3-yl)-5-(1-ethyl-1H-pyrazol-3-yl)phenyl)ethyl)-5-(2-(dimethylamino)ethoxy)-2-methylbenzamide